FC1=C(OCC=2N=C(N(C2)C=2C=CC=3N(C2)C(=CN3)C(=O)N)C3=NC(=CC=C3)C)C=CC=C1 6-(4-((2-Fluorophenoxy)methyl)-2-(6-methylpyridin-2-yl)-1H-imidazol-1-yl)imidazo[1,2-a]pyridine-3-Carboxamide